ClC1=NC=C2NC(N(C2=N1)C1CCOCC1)=S chloro-9-(tetrahydro-2H-pyran-4-yl)-7,9-dihydro-8H-purine-8-thione